4-chloro-1-methyl-1H-pyrrolo[3,2-c]pyridine-7-carbonitrile ClC1=NC=C(C2=C1C=CN2C)C#N